OC1=CC=C(C=C1)NC(=O)C12CC3CC(CC(C1)C3)C2 Adamantane-1-carboxylic acid (4-hydroxy-phenyl)-amide